[C@@H]1([C@H](O)[C@H](O)[C@@H](CC(=O)[C@H](O)[C@H](O)[C@H](O)CO)O1)N1C=NC=2C(N)=NC=NC12 adenosyl-ribose